CC1=C(C(=NN1)C1=CC(=NC=C1)C)C1=CC=C(C=C1)N1CC2(CC1)CCOCC2 2-[4-[5-methyl-3-(2-methyl-4-pyridyl)-1H-pyrazol-4-yl]phenyl]-8-oxa-2-azaspiro[4.5]decane